ClC1=CC(=C(C=C1)N1N=NC(=C1CN1N=CC(=CC1=O)C=1C=NC(=C(C1)Cl)OC)C)F 2-[[3-(4-chloro-2-fluoro-phenyl)-5-methyl-triazol-4-yl]methyl]-5-(5-chloro-6-methoxy-3-pyridinyl)pyridazin-3-one